COC=1C(=NC=CC1C1=NN(N=C1)C)NC1=C(N=NC(=C1)NC1=NC=CC=C1)C(=O)NC([2H])([2H])[2H] 4-((3-methoxy-4-(2-methyl-2H-1,2,3-triazol-4-yl)pyridin-2-yl)amino)-N-(methyl-d3)-6-(pyridin-2-ylamino)pyridazine-3-carboxamide